1-(6-(1H-pyrazol-1-yl)pyrazin-2-yl)-4-(4-fluorophenyl)piperidin-4-ol N1(N=CC=C1)C1=CN=CC(=N1)N1CCC(CC1)(O)C1=CC=C(C=C1)F